C(C)(C)NC1=NC(=CC=N1)N1CCNCC1 Isopropyl-6-piperazin-1-yl-pyrimidin-2-ylamine